(R)-3-(2-fluoro-phenyl)-N-(2-hydroxy-1-naphthalen-2-yl-ethyl)-propionamide FC1=C(C=CC=C1)CCC(=O)N[C@@H](CO)C1=CC2=CC=CC=C2C=C1